FC(C=1C(=C(C=CC1)[C@@H](C)NC(=O)C1=CC2=C(N=CN=C2C2=CC=CC=C2)N1C)F)F (R)-N-(1-(3-(difluoromethyl)-2-fluorophenyl)ethyl)-7-methyl-4-phenyl-7H-pyrrolo[2,3-d]pyrimidine-6-carboxamide